[5-(acetylamino)-2-methyl-phenyl]boronic acid C(C)(=O)NC=1C=CC(=C(C1)B(O)O)C